NC1CCC(CC1)(C(=O)O)CC trans-4-amino-ethylcyclohexanecarboxylic acid